6-methoxy-2-(2-(methoxymethyl)-7-methylquinoxalin-5-yl)-4,5-dimethylbenzo[d]thiazole COC1=CC2=C(N=C(S2)C2=C3N=CC(=NC3=CC(=C2)C)COC)C(=C1C)C